N-(1-(3-chlorophenyl)-2-hydroxyethyl)-1-(2-(((R)-1-hydroxybutan-2-yl)amino)-5-methylpyrimidin-4-yl)-1H-pyrrole-3-carboxamide ClC=1C=C(C=CC1)C(CO)NC(=O)C1=CN(C=C1)C1=NC(=NC=C1C)N[C@@H](CO)CC